BrC1=CC=CC(=N1)NC(=O)[C@H]1NC2CC2(C1)CN1C(C2=CC=CC=C2C1=O)=O (3S)-N-(6-Bromopyridin-2-yl)-5-((1,3-dioxoisoindolin-2-yl)methyl)-2-azabicyclo[3.1.0]hexane-3-carboxamide